di-tertbutyl-phenol C(C)(C)(C)C=1C(=C(C=CC1)O)C(C)(C)C